C(C)(C)(C)OC1CC(C1)C(=O)OC(=O)C1CC(C1)OC(C)(C)C 3-(t-butoxy)cyclobutane-1-carboxylic acid anhydride